CS(=O)(=O)C=1C=CC(=C(C1)NC(C)=O)OCC#C N-(5-(methylsulfonyl)-2-(prop-2-yn-1-yloxy)phenyl)acetamide